CC(=O)OC1(CCN(CC1)CCC2=CC=CC=C2)C3=CC=CC=C3 1-(2-phenethyl)-4-phenyl-4-acetoxypiperidine